3-methyloxetan CC1COC1